5'-(2-(2-(naphthalen-2-yl)-6-phenylpyrimidin-4-yl)phenyl)spiro[cyclohexane-1,9'-fluorene]-2'-carbonitrile C1=C(C=CC2=CC=CC=C12)C1=NC(=CC(=N1)C1=C(C=CC=C1)C1=C2C=3C=CC(=CC3C3(C2=CC=C1)CCCCC3)C#N)C3=CC=CC=C3